(2-(aminomethyl)-3-fluoroallyloxy)-6,7-dihydro-1,7-naphthyridin-8(5H)-one hydrochloride Cl.NCC(COC1=NC=2C(NCCC2C=C1)=O)=CF